C(C=C)OC=1C=C(CNC(C2=C(C=CC(=C2)F)N2CCOCC2)=O)C=CC1OC N-(3-(allyloxy)-4-methoxybenzyl)-5-fluoro-2-morpholinobenzamide